O=C1CCC(=NN1)C1=CC=C(C=C1)NC(C)=O N-(4-(6-oxo-1,4,5,6-tetrahydropyridazin-3-yl)phenyl)acetamide